ClC=1C=CC(=C(C(=O)O)C1)[Se]C1=NC(=CC(=N1)OC)OC 5-chloro-2-((4,6-dimethoxypyrimidin-2-yl)seleno)benzoic acid